N-(2-chloro-5-methylpyridin-4-yl)acetamidine ClC1=NC=C(C(=C1)NC(C)=N)C